FC1(C[C@@H](N(C1)C(=O)OC(C)(C)C)CO)F tert-butyl (R)-4,4-difluoro-2-(hydroxymethyl)pyrrolidine-1-carboxylate